2-fluoro-6-(3-(trifluoromethyl)-1H-1,2,4-triazol-1-yl)pyridine FC1=NC(=CC=C1)N1N=C(N=C1)C(F)(F)F